1,3-dimethyl-1-oxophosphole CP1(C=C(C=C1)C)=O